C1(=CC=CC=C1)P(C1=C(C=CC=C1)C(F)(F)F)C1=CC=CC=C1 diphenyl-(trifluoromethylphenyl)phosphine